p-tert-Butylphenol CC(C)(C)C1=CC=C(C=C1)O